tert-butyl 3-methyl (3R)-piperazine-1,3-dicarboxylate N1(C[C@@H](NCC1)C(=O)OC)C(=O)OC(C)(C)C